OC1=C(C(OC12CCC(CC2)OC2CCN(CC2)C(=O)OC(C)(C)C)=O)C2=C(C=C(C=C2C)C)C tert-butyl 4-(((5s,8s)-4-hydroxy-3-mesityl-2-oxo-1-oxaspiro[4.5]dec-3-en-8-yl)oxy)piperidine-1-carboxylate